carbonyl-ruthenium dichloride monohydrate O.C(=O)=[Ru](Cl)Cl